[Cl-].[Li+].[Cl-].CC1(N(C(CCC1)(C)C)[Zn+])C 2,2,6,6-tetramethylpiperidylzinc chloride lithium chloride